C(C)(C)(C)OC(=O)N[C@@H](CC(=O)NCC(=O)OC)C1=CC=C(C=C1)S(=O)(=O)CC methyl (S)-2-(3-(((tert-butoxy)carbonyl)amino)-3-(4-(ethylsulfonyl)phenyl)propionamido)acetate